2-bromo-6-(difluoromethoxy)-4-fluorobenzonitrile BrC1=C(C#N)C(=CC(=C1)F)OC(F)F